FC(OC1=CC=C(C=N1)C=1C=C(C(=C(C1)O)[C@H]1[C@@H](C[C@@H](C(=C1)C)O)C(=C)C)O)F (1'R,2'R,4'S)-4-(6-(difluoromethoxy)pyridin-3-yl)-5'-methyl-2'-(prop-1-en-2-yl)-1',2',3',4'-tetrahydro-[1,1'-biphenyl]-2,4',6-triol